C(CCCCC)OC(=O)C1=CC=CC2=C1N=CC=CC=N2 [1,6]benzodiazocine-10-carboxylic acid hexyl ester